3,4-bis(methoxymethoxy)benzaldehyde COCOC=1C=C(C=O)C=CC1OCOC